C(C)(C)(C)OC(NC(CC1=NC(=C(C=C1OC)C)OC)CC)=O (1-(3,6-dimethoxy-5-methylpyridin-2-yl)butan-2-yl)carbamic acid tert-butyl ester